(S)-1-((R or S)-3-(2-(5-fluorothiophen-2-yl)ethyl)-1-(2-(6-methylpyridin-3-yl)propan-2-yl)pyrrolidin-3-yl)ethyl phenylcarbamate C1(=CC=CC=C1)NC(O[C@@H](C)[C@]1(CN(CC1)C(C)(C)C=1C=NC(=CC1)C)CCC=1SC(=CC1)F)=O |o1:11|